(5Z)-5-(1,3-Benzothiazol-6-ylmethylene)-2-[[(1R)-1-(methoxymethyl)-3-methyl-butyl]amino]-3-methyl-imidazol-4-one S1C=NC2=C1C=C(C=C2)\C=C/2\C(N(C(=N2)N[C@H](CC(C)C)COC)C)=O